2-Amino-butanoic acid NC(C(=O)O)CC